CN(CCCNC(=O)C=1SC=2N=CN=C(C2N1)NC1=C(C=C(C=C1)F)O[C@H]1[C@@H](CCCC1)OC)C N-[3-(dimethylamino)propyl]-7-[4-fluoro-2-[(1R,2R)-2-methoxycyclohexyloxy]phenylamino]thiazolo[5,4-d]pyrimidine-2-carboxamide